ClC=1N=C(C2=C(N1)C(=C(N=C2)C2=CC(=CC1=CC=C(C(=C21)CC)F)OCOC)F)N2CC=1N(CCC2)N=C(C1)C(=O)N(C)C 5-(2-chloro-7-(8-ethyl-7-fluoro-3-(methoxymethoxy)naphthalen-1-yl)-8-fluoropyrido[4,3-d]pyrimidin-4-yl)-N,N-dimethyl-5,6,7,8-tetrahydro-4H-pyrazolo[1,5-a][1,4]diazepine-2-carboxamide